N-(2-(3-chloro-5-trifluoromethylpyridin-2-yl)ethyl)-2-methyl-5-chloro-6-ethylpyrimidin-4-amine ClC=1C(=NC=C(C1)C(F)(F)F)CCNC1=NC(=NC(=C1Cl)CC)C